[Br-].[Br-].[Br-].[Br-].N1=C(C=CC=C1)CCOC=1C=C(C=C(C1)OCCC1=NC=CC=C1)N1C=2C=CC1=CC=1C=CC(=CC3=CC=C(N3C3=CC(=CC(=C3)OCCC3=NC=CC=C3)OCCC3=NC=CC=C3)C=C3C4=C(C(C2)=N3)C3=CC=CC=C3C=C4)N1 bis[3,5-bis(2-(pyridyl)ethoxy)phenyl]naphthoporphine tetrabromide